C(C)(C)(C)OC(NC1CC2(C1)CC(C2)(CC2=CC=NC=C2)O)=O (6-hydroxy-6-(pyridin-4-ylmethyl)spiro[3.3]hept-2-yl)carbamic acid tert-butyl ester